(E)-ethyl 3-(3-(tert-butoxy)-3-oxoprop-1-en-1-yl)-1-((2-(trimethylsilyl) ethoxy)-methyl)-1H-pyrazole-5-carboxylate C(C)(C)(C)OC(/C=C/C1=NN(C(=C1)C(=O)OCC)COCC[Si](C)(C)C)=O